O.P(=O)([O-])([O-])[O-].[Ca+2].[Ca+2].[Ca+2].[Ca+2] tetracalcium phosphate monohydrate